zinc di(3-methacryloyloxypropionate) C(C(=C)C)(=O)OCCC(=O)[O-].C(C(=C)C)(=O)OCCC(=O)[O-].[Zn+2]